1-(azetidin-3-ylmethyl)-3-(3-(2,6-dimethoxyphenyl)-1-((2-(trimethylsilyl)ethoxy)methyl)-1H-pyrrolo[2,3-b]pyridin-6-yl)urea N1CC(C1)CNC(=O)NC1=CC=C2C(=N1)N(C=C2C2=C(C=CC=C2OC)OC)COCC[Si](C)(C)C